1-(1-(5-Chloropyridin-2-yl)piperidin-4-yl)-3-(pyridin-3-yl)thiourea ClC=1C=CC(=NC1)N1CCC(CC1)NC(=S)NC=1C=NC=CC1